N-(2-azaspiro[3.3]heptan-6-yl)-1-(trifluoromethyl)cyclopropanecarboxamide C1NCC12CC(C2)NC(=O)C2(CC2)C(F)(F)F